(1R,2S,5R)-2-isopropyl-5-methyl-N-(4-(pyrrolidin-1-ylmethyl)benzyl)cyclohexanecarboxamide hydrochloride Cl.C(C)(C)[C@H]1[C@@H](C[C@@H](CC1)C)C(=O)NCC1=CC=C(C=C1)CN1CCCC1